OC1=CC(=C2C(C(=C(OC2=C1C=O)C)CC(=O)N1CCOCC1)=O)OC 7-hydroxy-5-methoxy-2-methyl-3-(2-morpholino-2-oxoethyl)-4-oxo-4H-chromene-8-carbaldehyde